((5-fluoro-2-methyl-4-(piperazin-1-yl)phenyl)amino)piperidine-2,6-dione FC=1C(=CC(=C(C1)NN1C(CCCC1=O)=O)C)N1CCNCC1